tert-butyl (S)-40-((tert-butoxycarbonyl)amino)-27,30,33,36,39-pentaoxo-2,5,8,11,14,17,20,23-octaoxa-26,29,32,35,38-pentaazatritetracontan-43-oate C(C)(C)(C)OC(=O)N[C@H](C(NCC(NCC(NCC(NCC(NCCOCCOCCOCCOCCOCCOCCOCCOC)=O)=O)=O)=O)=O)CCC(=O)OC(C)(C)C